C(C1=CC=CC=C1)OC(NCC1CC1)=O N-Cyclopropylmethylcarbamic acid benzyl ester